tert-butyl (2R,6S)-4-[(3R)-1-[(benzyloxy)carbonyl]pyrrolidin-3-yl]-2,6-dimethylpiperazine-1-carboxylate C(C1=CC=CC=C1)OC(=O)N1C[C@@H](CC1)N1C[C@H](N([C@H](C1)C)C(=O)OC(C)(C)C)C